BrC=1C=C(CC2N(CCC2NS(=O)(=O)CC)C(=O)OC(C)(C)C)C=CC1 tert-butyl 2-(3-bromobenzyl)-3-(ethylsulfonamido)pyrrolidine-1-carboxylate